tert-butyl (4-(2-(4-((2-(2-oxa-6-azaspiro[3.3]heptan-6-yl)pyrimidin-4-yl)methoxy)phenyl)propan-2-yl) phenylethyl)carbamate C1OCC12CN(C2)C2=NC=CC(=N2)COC2=CC=C(C=C2)C(C)(C)C2=CC=C(C=C2)CCNC(OC(C)(C)C)=O